3-({3-[(methylsulfamoyl)amino]phenyl}methyl)-7-(pyrimidin-2-yloxy)-3,4-dihydro-2H-1,3-benzoxazin-2-one CNS(=O)(=O)NC=1C=C(C=CC1)CN1C(OC2=C(C1)C=CC(=C2)OC2=NC=CC=N2)=O